ONS(=O)(=O)C1=CC(=CC=C1)S(=O)(=O)C N-Hydroxy-3-methanesulfonylbenzene-1-sulfonamide